3-[6-[3-(1-hydroxy-1-methyl-ethyl)azetidin-1-yl]-3-pyridyl]azetidine-1-carboxylic acid tert-butyl ester C(C)(C)(C)OC(=O)N1CC(C1)C=1C=NC(=CC1)N1CC(C1)C(C)(C)O